CC=1C(=NC=C(C(=O)[O-])C1)N1CC=2C=C(C=NC2CC1)CC(F)(F)F.[Li+] lithium 5-methyl-6-(3-(2,2,2-trifluoroethyl)-7,8-dihydro-1,6-naphthyridin-6(5H)-yl)nicotinate